(s)-2-(4-methoxyphenyl)-5-(1-(pyrimidin-2-ylmethyl)piperidin-3-yl)-2,4-dihydro-3H-1,2,4-triazol-3-one COC1=CC=C(C=C1)N1N=C(NC1=O)[C@@H]1CN(CCC1)CC1=NC=CC=N1